N1(CCC1)C(=O)C1=CC(=C(C=C1)C1=NC=CC2=C1CN(C2=O)C2=CC=C(C=C2)F)OC 4-[4-(azetidine-1-carbonyl)-2-methoxyphenyl]-2-(4-fluorophenyl)-2,3-dihydro-1H-pyrrolo[3,4-c]pyridin-1-one